methacryl-benzophenone C(=O)(C(=C)C)C1=C(C(=O)C2=CC=CC=C2)C=CC=C1